2-(3-Cyanophenyl)-1-(7-{[2-(dimethylamino)ethyl](methyl)amino}-1,3-benzothiazol-2-yl)ethan-1-aminium chloride [Cl-].C(#N)C=1C=C(C=CC1)CC([NH3+])C=1SC2=C(N1)C=CC=C2N(C)CCN(C)C